CC1=NN(C(=N1)C)CC1=CC=C(C=C1)C=C 3,5-dimethyl-1-(4-vinylbenzyl)-1H-1,2,4-triazole